C[C@]1(CN(CC1)C1=C(C=NC=C1C(=O)N1CC(CC1)C(F)(F)F)C1=NC2=C(N1)C=CC=C2C)N (3S)-3-methyl-1-[3-(4-methyl-1H-1,3-benzodiazol-2-yl)-5-[3-(trifluoromethyl)pyrrolidin-1-carbonyl]pyridin-4-yl]pyrrolidin-3-amine